Cl.COC(=O)[C@H]1[C@@H]2CN[C@H](C1)C2 |r| methyl-rac-(1S,4R,5R)-2-azabicyclo[2.2.1]heptane-5-carboxylate hydrochloride